1-(2,4-dimethyldibenzo[b,d]furan-3-yl)-2-(7-(propan-2-yl-2-d)dibenzo[b,d]furan-4-yl)-1H-benzo[d]imidazole CC1=CC2=C(OC3=C2C=CC=C3)C(=C1N1C(=NC3=C1C=CC=C3)C3=CC=CC1=C3OC3=C1C=CC(=C3)C(C)(C)[2H])C